1-(8-hydroxyquinolin-5-yl)acetone OC=1C=CC(=C2C=CC=NC12)CC(=O)C